CN1CCC(CC1)NC1=C2C=C(N(C2=CC=C1)CC(F)(F)F)C#CCNC(=O)C=1C=NC=CC1 N-(3-{4-[(1-methylpiperidin-4-yl)amino]-1-(2,2,2-trifluoroethyl)-1H-indol-2-yl}prop-2-yn-1-yl)pyridine-3-carboxamide